(4-(7-((4-(4-chloro-7,7-dimethyl-5-oxo-5,7-dihydroindolo[1,2-a]quinazolin-10-yl)piperidin-1-yl)methyl)-5-oxa-2-azaspiro[3.4]octan-2-yl)-2,6-difluorophenyl)piperidine-2,6-dione ClC=1C=2C(N=C3N(C2C=CC1)C1=CC(=CC=C1C3(C)C)C3CCN(CC3)CC3COC1(CN(C1)C1=CC(=C(C(=C1)F)N1C(CCCC1=O)=O)F)C3)=O